C(CCCC)OC(C[C@@H](C(CF)=O)NC(=O)[C@@]1(CC(=NO1)C1=NC=CC2=CC=CC=C12)C(C)C)=O (S)-5-fluoro-3-((R)-5-isopropyl-3-(isoquinolin-1-yl)-4,5-dihydroisoOxazole-5-carboxamido)-4-oxopentanoic acid pentyl ester